C[C@H]1N(CCOC1)C1=CC(=NC2=C(N=CC=C12)C1=CC=NN1C1OCCCC1)N1CCOCC1 4-[(3R)-3-methylmorpholin-4-yl]-2-(morpholin-4-yl)-8-[1-(tetrahydro-2H-pyran-2-yl)-1H-pyrazol-5-yl]-1,7-naphthyridine